8-oxooctanoylamide O=CCCCCCCC(=O)[NH-]